tert-Butyl (2R,4S)-4-fluoro-2-(5-fluoro-2-methoxypyridin-3-yl)pyrrolidine-1-carboxylate F[C@H]1C[C@@H](N(C1)C(=O)OC(C)(C)C)C=1C(=NC=C(C1)F)OC